5-fluoropyridine-3-carbaldehyde FC=1C=C(C=NC1)C=O